COC1=CC(=NC=C1)CC(=O)O 2-(4-methoxypyridin-2-yl)acetic acid